C(C)(C)(C)OC(=O)N1C2CN(CC1CC2)C2=NC(=NC1=C(C(=C(C=C21)CC)Br)F)F 3-(7-bromo-6-ethyl-2,8-difluoroquinazolin-4-yl)-3,8-diazabicyclo[3.2.1]octane-8-carboxylic acid tert-butyl ester